C(C=C=C)NCC1CCC(CC1)C(=O)O (1r,4r)-4-(but-2,3-dienylaminomethyl)cyclohexane-1-carboxylic acid